ClCC(=O)OC1C(C=C2C(C(C3(C(=C12)C)CC3)(C)O)=O)(C)COC(C)=O 2'-(acetoxymethyl)-6'-hydroxy-2',4',6'-trimethyl-7'-oxo-2',3',6',7'-tetrahydrospiro[cyclopropane-1,5'-inden]-3'-yl 2-chloroacetate